tert-butyl (3S,4S)-4-[1-[1-(2,6-dioxo-3-piperidyl)-3-methyl-2-oxo-benzimidazol-4-yl] azetidin-3-yl]oxy-3-fluoro-piperidine-1-carboxylate O=C1NC(CCC1N1C(N(C2=C1C=CC=C2N2CC(C2)O[C@@H]2[C@H](CN(CC2)C(=O)OC(C)(C)C)F)C)=O)=O